C(C)(C)OC1=NN(C=N1)[C@@H]1C[C@H](CCC1)NC1=NC=C(C(=N1)OC1COC1)C(F)(F)F N-[(1S,3S)-3-(3-isopropoxy-1,2,4-triazol-1-yl)cyclohexyl]-4-(oxetan-3-yloxy)-5-(trifluoromethyl)pyrimidin-2-amine